FC=1C(=NC=NC1N(CC1=CC=C(C=C1)C(F)(F)F)CCF)NCC1N(CCCC1O)CC(=O)N 2-((((5-fluoro-6-((2-fluoroethyl)(4-(trifluoromethyl)benzyl)amino)pyrimidin-4-yl)amino)methyl)-3-hydroxypiperidin-1-yl)acetamide